BrC=1N=C(C(=NC1)NC(OC(C)(C)C)=O)C#C[2H] tert-butyl (5-bromo-3-(deuteroethynyl)pyrazin-2-yl)carbamate